L-3-mercaptophenylalanine SC=1C=C(C[C@H](N)C(=O)O)C=CC1